N-(3-((2,2-dimethyl-3-morpholino-3-oxopropyl)amino)-4-fluorobenzyl)-6'-fluoro-1'-methyl-4'-oxo-3',4'-dihydro-1'h-spiro[piperidine-4,2'-quinoline]-1-carboxamide CC(CNC=1C=C(CNC(=O)N2CCC3(N(C4=CC=C(C=C4C(C3)=O)F)C)CC2)C=CC1F)(C(=O)N1CCOCC1)C